N-[(ethoxycarbonyl)imino]ethoxyformamide C(C)OC(=O)N=CCONC=O